5-((4-(ethylsulfinyl)benzyl)oxy)-2-(isoindolin-2-ylmethyl)-4H-pyran-4-one C(C)S(=O)C1=CC=C(COC=2C(C=C(OC2)CN2CC3=CC=CC=C3C2)=O)C=C1